5-bromo-16-methoxy-2,3,4,10,12-pentaazatetracyclo-[11.4.0.02,6.08,12]heptadeca-1(17),3,5,8,10,13,15-heptaene-9-carboxylate BrC=1N=NN2C3=CC(=CC=C3N3C=NC(=C3CC12)C(=O)[O-])OC